8-chloro-2-(o-trifluoromethoxyphenyl)-1,2-dihydro-2,3,7-triaza-1-bora-1-naphthol ClC=1N=CC=C2C=NN(B(C12)O)C1=C(C=CC=C1)OC(F)(F)F